O=C1NC(CCC1N1C(C2=C3C(C=CC=C13)=CC(=C2)OC(N(C2=CC(=C(C(=C2)OC(F)(F)F)F)CN2CCOCC2)C)=O)=O)=O (1-(2,6-dioxopiperidin-3-yl)-2-oxo-1,2-dihydrobenzo[cd]indol-4-yl)methyl(4-fluoro-3-(morpholinomethyl)-5-(trifluoromethoxy)phenyl)carbamate